1-phenyl-5-mercaptotetrazole C1(=CC=CC=C1)N1N=NN=C1S